C[C@@H]1N(C2=CC=C(C=C2[C@@H]([C@H]1C)NC1=NC(=CC=C1)C)C1CCOCC1)C(C)=O ((2S,3R,4R)-2,3-dimethyl-4-((6-methylpyridin-2-yl)amino)-6-(tetrahydro-2H-pyran-4-yl)-3,4-dihydroquinolin-1(2H)-yl)ethanone